BrC1=CC=C(C=2N1N=C(N2)Cl)N 5-Bromo-2-chloro-[1,2,4]triazolo[1,5-a]pyridin-8-amine